FC=1C=C(CSC=2N(C(=NN2)CC2=CC=CC=3C4=CC=CC=C4NC23)C2=CC=CC=C2)C=CC1 ((5-((3-fluorobenzyl)thio)-4-phenyl-4H-1,2,4-triazol-3-yl)methyl)-9H-carbazole